methyl (2S)-2-((1-phenylethyl)amino)-9-(5,6,7,8-tetrahydro-1,8-naphthyridin-2-yl)nonanoate C1(=CC=CC=C1)C(C)N[C@H](C(=O)OC)CCCCCCCC1=NC=2NCCCC2C=C1